ClC=1C(=NC(=NC1)N(CCC)CCO)NC1=CC=2C3=C(C(N(C2C=C1)C)=O)OCC([C@@H](N3)C3CC3)(F)F (S)-10-((5-Chloro-2-((2-hydroxyethyl)(propyl)amino)pyrimidin-4-yl)amino)-2-cyclopropyl-3,3-difluoro-7-methyl-1,2,3,4-tetrahydro-[1,4]oxazepino[2,3-c]chinolin-6(7H)-on